N1CCC(CC1)C1CC(NC1)=O 4-(4-Piperidyl)-2-pyrrolidinone